C(C)OC(=O)C1(CN(CCC1)CC1COC2=C(O1)C=CC=C2)F 1-(2,3-dihydrobenzo[1,4]dioxin-2-ylmethyl)-3-fluoro-piperidine-3-carboxylic acid ethyl ester